2-methyl-4-oxobutanoic acid disodium salt [Na+].[Na+].CC(C(=O)[O-])CC=O.CC(C(=O)[O-])CC=O